3-Isopropyl-2-methyl-hexan-3-ol C(C)(C)C(C(C)C)(CCC)O